N,N-bis(2-hydroxypropyl)-N-(2-hydroxyethyl)amine OC(CN(CCO)CC(C)O)C